NC=1C(NC2=C3N=CC=CC3=C(C=C2C1C1=C2C=NNC2=C(C=C1)F)Br)=O 3-amino-6-bromo-4-(7-fluoro-1H-indazol-4-yl)-1H-1,10-phenanthrolin-2-one